20-(4-(1-((((9H-fluoren-9-yl)methoxy)carbonyl)amino)ethyl)-2-methoxy-5-nitrophenoxy)-17-oxo-4,7,10,13-tetraoxa-16-azaicosanoic Acid C1=CC=CC=2C3=CC=CC=C3C(C12)COC(=O)NC(C)C1=CC(=C(OCCCC(NCCOCCOCCOCCOCCC(=O)O)=O)C=C1[N+](=O)[O-])OC